N-((1S,2S)-2-hydroxycyclopropyl)-5-(1-isopropyl-1H-pyrrolo[2,3-b]pyridin-3-yl)-7-(methylamino)pyrazolo[1,5-a]pyrimidine-3-carboxamide O[C@@H]1[C@H](C1)NC(=O)C=1C=NN2C1N=C(C=C2NC)C2=CN(C1=NC=CC=C12)C(C)C